N-(8-quinolinyl)-5-phenyl-3-hexenamide N1=CC=CC2=CC=CC(=C12)NC(CC=CC(C)C1=CC=CC=C1)=O